N2-(2-([1,4'-bipiperidin]-1'-yl)-3-chlorophenyl)-N5,N5-dimethylthiophene-2,5-disulfonamide N1(CCCCC1)C1CCN(CC1)C1=C(C=CC=C1Cl)NS(=O)(=O)C=1SC(=CC1)S(=O)(=O)N(C)C